7-methoxyhydroxy-6-(3-hydroxypropyl)-3-isopentenyl-2H-chromen-2-one COC1=C(C=C2C(=C(C(OC2=C1)=O)CCC(=C)C)O)CCCO